ClC=1C2=CN(N=C2C(=C(C1)C1=CC=C(C=C1)N1CCOCC1)Cl)C(C(=O)NC=1SC=CN1)C1=C2N(C=N1)C[C@@H](C2)F 4,7-Dichloro-6-(4-morpholinophenyl)indazol-2-yl[(6R)-6-fluoro-6,7-dihydro-5H-pyrrolo[1,2-c]imidazol-1-yl]-N-thiazol-2-yl-acetamid